O(C1=CC=CC=C1)CCCC(=O)NCC(=O)N1C2(CCC1CC2)C(=O)N 7-((4-phenoxybutyryl)glycyl)-7-azabicyclo-[2.2.1]heptane-1-carboxamide